2-[[[6-[cyclopropyl-[[4-(trifluoromethyl)phenyl]methyl]amino]-5-fluoro-pyrimidin-4-yl]amino]methyl]-3-tetrahydropyran-4-yl-propanoic acid C1(CC1)N(C1=C(C(=NC=N1)NCC(C(=O)O)CC1CCOCC1)F)CC1=CC=C(C=C1)C(F)(F)F